NC1=CC=C(C=C1)OC1=CC=C(C=C1)C1=CC=CC=C1 4'-(4-aminophenyloxy)biphenyl